3,5-bis(4-carboxyphenyl)pyridine succinimidyl-3-(4-hydroxy-3,5-di-iodophenyl)propionate C1(CCC(N1C(C(=O)O)CC1=CC(=C(C(=C1)I)O)I)=O)=O.C(=O)(O)C1=CC=C(C=C1)C=1C=NC=C(C1)C1=CC=C(C=C1)C(=O)O